trans-tert-butyl N-(3-cyclopropoxycyclobutyl)carbamate C1(CC1)O[C@@H]1C[C@H](C1)NC(OC(C)(C)C)=O